C(C1=CC=CC=C1)OC(CCC(=O)N1C[C@@H]([C@H]([C@H](C1)OC(C)=O)OC(C)=O)NC(C)=O)=O 4-[(3s,4r,5s)-3-acetamido-4,5-diacetoxy-1-piperidinyl]-4-oxo-butanoic acid benzyl ester